C(C)[Si]([O-])([O-])[O-] ethyl-silanetriolate